2-(4-chloro-1-isopropyl-1H-pyrazol-5-yl)-4-(4-(1-ethyl-4-methyl-1H-imidazol-2-yl)benzyl)-6,7-dihydropyrazolo[1,5-a]pyrimidin-5(4H)-one ClC=1C=NN(C1C1=NN2C(N(C(CC2)=O)CC2=CC=C(C=C2)C=2N(C=C(N2)C)CC)=C1)C(C)C